3-(didodecylamino)-N1,N1,4-tridodecyl-1-piperazineethylamine C(CCCCCCCCCCC)N(C1CN(CCN1CCCCCCCCCCCC)CCN(CCCCCCCCCCCC)CCCCCCCCCCCC)CCCCCCCCCCCC